methyl (E)-3-((4-(3-(4-((2-ethyl-5,7-dimethylpyrazolo[1,5-a]pyrimidin-3-yl)methyl)phenyl)allyl)piperazin-1-yl)methyl)bicyclo[1.1.1]pentane-1-carboxylate C(C)C1=NN2C(N=C(C=C2C)C)=C1CC1=CC=C(C=C1)/C=C/CN1CCN(CC1)CC12CC(C1)(C2)C(=O)OC